benzenecarboxylic ACID C1(=CC=CC=C1)C(=O)O